N-(3-chloro-2-methylphenyl)-2-{[3-(dimethylamino)propyl]amino}-6-({[2-(trifluoromethyl)phenyl]carbonyl}amino)-1H-benzimidazole-4-carboxamide ClC=1C(=C(C=CC1)NC(=O)C1=CC(=CC=2NC(=NC21)NCCCN(C)C)NC(=O)C2=C(C=CC=C2)C(F)(F)F)C